NC1=C(C(=CC=C1)N)O 2,6-diaminophenol